Ethyl 3-[2-chloro-5-[3-chloro-5-(trifluoromethyl)pyrazin-2-yl]-4-fluoro-phenyl]-5-methyl-4H-isoxazole-5-carboxylate ClC1=C(C=C(C(=C1)F)C1=NC=C(N=C1Cl)C(F)(F)F)C1=NOC(C1)(C(=O)OCC)C